FC(C1N(C=CC=C1)C1=C2C(CC(C2=CC=C1)(C)C)CC)F 2-(difluoromethyl)-N-[3-ethyl-1,1-dimethyl-indan-4-yl]pyridine